FC=1C=C(C=CC1F)C1=NNC=C1C=1N=C2C=C(C=NC2=CC1)N1CC(CC1)N 1-[6-[3-(3,4-difluorophenyl)-1H-pyrazol-4-yl]-1,5-naphthyridin-3-yl]pyrrolidin-3-amine